S(C1=C(C(=CC=C1C)C(C)(C)C)O)C1=C(C(=CC=C1C)C(C)(C)C)O thiobis(6-tert-butyl-m-methylphenol)